2-(2-tritylthioethyl)pyrrolidine C(C1=CC=CC=C1)(C1=CC=CC=C1)(C1=CC=CC=C1)SCCC1NCCC1